FC=1C=CC2=C([C@H](C3(CCN(CC3)C=3N=C4C(=NC3)C(=NN4COCC[Si](C)(C)C)I)O2)N)C1 (R)-5-fluoro-1'-(3-iodo-1-((2-(trimethylsilyl)ethoxy)methyl)-1H-pyrazolo[4,3-b]pyrazin-6-yl)-3H-spiro[benzofuran-2,4'-piperidin]-3-amine